3-methylhexane-1,5-diol CC(CCO)CC(C)O